N-{5-[6-(5-chloro-2-fluorophenyl)-2H,3H,4H-pyrido[3,2-b][1,4]oxazin-8-yl]pyridin-3-yl}-3-(morpholin-4-yl)propanamide ClC=1C=CC(=C(C1)C=1C=C(C=2OCCNC2N1)C=1C=C(C=NC1)NC(CCN1CCOCC1)=O)F